methyl 1-(2-((4-fluorophenyl) amino)-5-methylpyridin-4-yl)-1H-imidazole-4-carboxylate FC1=CC=C(C=C1)NC1=NC=C(C(=C1)N1C=NC(=C1)C(=O)OC)C